NC1=NC(N(C=C1F)[C@H]1[C@H]([C@@H]([C@@](O1)(CCl)COP(=O)(OC1=CC=CC=C1)N[C@@H](C)C(=O)OC(C)C)O)F)=O isopropyl ((((2R,3R,4S,5R)-5-(4-amino-5-fluoro-2-oxopyrimidin-1(2H)-yl)-2-(chloromethyl)-4-fluoro-3-hydroxytetrahydrofuran-2-yl)methoxy)(phenoxy)phosphoryl)-L-alaninate